FC=1C=C(C(=NC1)C1CCN(CC1)[C@@H]1CC2(CN(C2)C(=O)OCC)CC1)C1=NC=CN=C1 ethyl (6S)-6-[4-(5-fluoro-3-pyrazin-2-yl-2-pyridyl)-1-piperidyl]-2-azaspiro[3.4]octane-2-carboxylate